C(C)C1(CC(C1)N(C([O-])=O)C=1N=CC2=C(C(=C(C=C2C1)C1=C(C2=C(OCCN2)N=C1)C)F)N)O 3-Ethyl-3-hydroxycyclobutyl(8-amino-7-fluoro-6-(8-methyl-2,3-dihydro-1H-pyrido[2,3-b][1,4]oxazin-7-yl)isoquinolin-3-yl)carbamate